2-[(4,4-difluorocyclohexyl)methyl]-4-(trifluoromethyl)pyrazole FC1(CCC(CC1)CN1N=CC(=C1)C(F)(F)F)F